acryloyloxyheptyl-dibromomethylsilane C(C=C)(=O)OCCCCCCC[SiH2]C(Br)Br